C(#N)C=1C=CC(=C2C=CC=NC12)N1C[C@H]2N(CC3=CC(=CC=C23)N2[C@H](CN(CC2)C(=O)OC(C)(C)C)CO)[C@@H](C1)C tert-butyl (3R)-4-[(4R,10bS)-2-(8-cyano-5-quinolyl)-4-methyl-3,4,6,10b-tetrahydro-1H-pyrazino[2,1-a]isoindol-8-yl]-3-(hydroxymethyl)-piperazine-1-carboxylate